BrC=1C=C(SC1)CCN(C(OC(C)(C)C)=O)C(=O)OC(C)(C)C tert-butyl (2-(4-bromothiophen-2-yl)ethyl)(tert-butoxycarbonyl)carbamate